C(C)(C)(C)OC(=O)N1C(CC(C1)(F)F)C(NCC(CC1=CC=NC=C1)=O)=O tert-butyl-4,4-difluoro-2-((2-oxo-3-(pyridine-4-yl)propyl)carbamoyl)pyrrolidine-1-carboxylate